NC1=CC=2N(C(N(CC2C=N1)C1=C(C=CC=C1C)F)=O)[C@@H]1C[C@@H](CCC1)N(C)C 7-amino-1-[cis-3-(dimethylamino)cyclohexyl]-3-(2-fluoro-6-methyl-phenyl)-4H-pyrido[4,3-d]pyrimidin-2-one